3-((6-((6-methylpyridin-2-yl)amino)pyrimidin-4-yl)amino)picolinamide CC1=CC=CC(=N1)NC1=CC(=NC=N1)NC=1C(=NC=CC1)C(=O)N